CC(COC)(COC)C1=CC=CC=C1 2-methyl-2-phenyl-1,3-dimethoxypropane